N-(1-(6-amino-4-(trifluoromethyl)pyridin-2-yl)ethyl)-6-(2-cyclopropoxyethyloxy)-7-methoxy-2-methyl-quinazolin-4-amine NC1=CC(=CC(=N1)C(C)NC1=NC(=NC2=CC(=C(C=C12)OCCOC1CC1)OC)C)C(F)(F)F